5-(o-tolyl)-7-(trifluoromethyl)imidazo[1,2-a]pyrido[2,3-e]pyrazin-4(5H)-one C1(=C(C=CC=C1)N1C(C=2N(C3=C1N=C(C=C3)C(F)(F)F)C=CN2)=O)C